FC1=CC=C(C=C1)SC1=C(C=NC=C1)C=O 4-(4-fluorophenylthio)-3-pyridinecarboxaldehyde